5-(5-(tert-butoxycarbonyl)hexahydropyrrolo-[3,4-c]pyrrol-2(1H)-yl)-2-methylbenzoic acid C(C)(C)(C)OC(=O)N1CC2C(C1)CN(C2)C=2C=CC(=C(C(=O)O)C2)C